S1C2=C(C=C1C1=NC(=NC(=C1)Cl)C1=CC=CC=C1)C=CC=C2 4-(benzo[b]thiophen-2-yl)-6-chloro-2-phenylpyrimidine